2-({2-chloro-5-cyano-3-[(2S)-4-[(2R)-2-hydroxypropyl]-2-methylpiperazin-1-yl]phenyl}amino)-4-(cyclopropylamino)pyrazolo[1,5-a][1,3,5]triazine-8-carbonitrile ClC1=C(C=C(C=C1N1[C@H](CN(CC1)C[C@@H](C)O)C)C#N)NC1=NC=2N(C(=N1)NC1CC1)N=CC2C#N